NC1=CC=C(OC2=CC(=CC=C2)OC2=CC=C(C=C2)N)C=C1 (dl)-1,3-bis(4-aminophenoxy)benzene